5-methyl-6-(1-(6-(1H-pyrazol-4-yl)-1H-imidazo[4,5-b]pyrazin-1-yl)ethyl)quinoline CC1=C2C=CC=NC2=CC=C1C(C)N1C=NC=2C1=NC(=CN2)C=2C=NNC2